1-(2,6-dichlorobenzyl)-1H-1,2,4-triazole-3-carboxamide ClC1=C(CN2N=C(N=C2)C(=O)N)C(=CC=C1)Cl